ClC1=C(C=C(C(=C1)N(C)CCN(C)C)[N+](=O)[O-])NC1=NC=CC(=N1)C1=CN(C2=CC=CC=C12)C1CC1 2-chloro-N1-(4-(1-cyclopropyl-1H-indol-3-yl)pyrimidin-2-yl)-N4-(2-(dimethylamino)ethyl)-N4-methyl-5-nitrobenzene-1,4-diamine